C(#N)CC=1C2=C(S(C1C#CC)(=O)=O)C(=CC=C2)NC2CCOCC2 3-(3-(cyanomethyl)-1,1-dioxido-7-((tetrahydro-2H-pyran-4-yl)amino)benzo[b]thiophen-2-yl)prop-2-yn